COCCOCCN1C2=CC=CC=C2SC=2C=CC=CC12 10-[2-(2-methoxyethoxy)ethyl]-10H-phenothiazine